1-(4-(3-amino-4-(3-(4-(tert-butyl)piperazin-1-yl)phenyl)-6-fluoropyridin-2-yl)-2-chlorophenyl)-3-methyl-1,3-dihydro-2H-imidazol-2-one NC=1C(=NC(=CC1C1=CC(=CC=C1)N1CCN(CC1)C(C)(C)C)F)C1=CC(=C(C=C1)N1C(N(C=C1)C)=O)Cl